BrC=1C(=C(C(=CC1[N+](=O)[O-])F)N1CCN(CC1)C)F 1-(3-bromo-2,6-difluoro-4-nitro-phenyl)-4-methyl-piperazine